aminobenzylidene malonate C1(CC(=O)OC(C2=CC=CC=C2)(N)O1)=O